6-(5-(4-(azetidin-1-yl)piperidin-1-yl)-4-fluoro-3-isopropyl-1H-pyrrolo[2,3-c]pyridin-2-yl)-8-methyl-[1,2,4]triazolo[1,5-a]pyridine N1(CCC1)C1CCN(CC1)C=1C(=C2C(=CN1)NC(=C2C(C)C)C=2C=C(C=1N(C2)N=CN1)C)F